acetylthioacetanilide C(C)(=O)CC(=S)NC1=CC=CC=C1